4-((R)-2-azidobutan-2-yl)-6-chloro-1-(((S)-4-methyl-4-(methylsulfonyl)pentan-2-yl)oxy)-2,7-naphthyridine N(=[N+]=[N-])[C@](C)(CC)C1=CN=C(C2=CN=C(C=C12)Cl)O[C@@H](C)CC(C)(S(=O)(=O)C)C